C1(=CC=CC=C1)CCCCCCCCCCCS 11-phenyl-undecanethiol